(±)-2-methyloxan-4-one C[C@H]1OCCC(C1)=O |r|